bis(aminomethylyl)-tricyclo[5.2.1.02,6]decane NC=C1C(C2C3CCC(C2C1)C3)=CN